4-(8-(6-ethylpyridin-3-yl)-5-{[(3R)-1-methylpiperidin-3-yl]methoxy}imidazo[1,2-c]pyrimidin-7-yl)benzonitrile C(C)C1=CC=C(C=N1)C=1C=2N(C(=NC1C1=CC=C(C#N)C=C1)OC[C@H]1CN(CCC1)C)C=CN2